C1(CC1)C(C=1C(=C(C(=C2C=NNC12)C=1N=CC=2N(C1)C=C(N2)NC(=O)[C@H]2[C@H](C2)CO)C(F)(F)F)F)O (1R,2S)-N-(6-(7-(cyclopropyl(hydroxy)methyl)-6-fluoro-5-(trifluoromethyl)-1H-indazol-4-yl)imidazo[1,2-a]pyrazin-2-yl)-2-(hydroxymethyl)cyclopropane-1-carboxamide